[C-]#N.C(CC)[N+]1=C(C=CC=C1)CCC 1,2-dipropylpyridinium cyanide